CN1C(=NN=C1)[C@@H]1[C@@H](CC1)C=1C=C(C=CC1)N1C(C2=CC=CC(=C2C1)C(F)(F)F)=O cis-2-(3-(2-(4-Methyl-4H-1,2,4-triazol-3-yl)cyclobutyl)phenyl)-4-(trifluoromethyl)isoindolin-1-one